C(CCC)NC(CCCCCCCCC(=O)NCC(=O)O)=O 10-butylamino-10-oxodecanoyl-glycine